4-fluoro-N-{[3-fluoro-4-(propan-2-yl)phenyl](phenyl)methyl}-1-[2-(1-methyl-1H-pyrazol-5-yl)acetyl]pyrrolidine-2-carboxamide FC1CC(N(C1)C(CC1=CC=NN1C)=O)C(=O)NC(C1=CC=CC=C1)C1=CC(=C(C=C1)C(C)C)F